N-methyl-4-piperidinol CN1CCC(CC1)O